FC(OC1=C(C=CC=C1)N1C=NC2=C1C=CC=C2)(F)F (2-(trifluoromethoxy)phenyl)-1H-benzo[d]imidazole